CN1C(=NC2=C1C=C(C=C2C)C2CCN(CC2)CC=2C=NC(=CC2)C)C2=CC=C(C=C2)S(=O)(=O)C 1,4-Dimethyl-6-(1-((6-methylpyridin-3-yl)methyl)piperidin-4-yl)-2-(4-(methylsulfonyl)phenyl)-1H-benzo[d]imidazol